FC(C(=O)O)(F)F.NCC(CN1N=CN(C1=O)CC1=C(C=C(S1)C1C(N(C2=CC=CC=C2C1)C)=O)F)=C(F)F [5-[[1-[2-(aminomethyl)-3,3-difluoro-allyl]-5-oxo-1,2,4-triazol-4-yl]methyl]-4-fluoro-2-thienyl]-1-methyl-3,4-dihydro-quinolin-2-one trifluoroacetate